ClC1=NC=C2C=CN=C(C2=C1)C#CC1=CC=C2C3(C(N(C2=C1)C(=O)OC(C)(C)C)=O)CC3 tert-Butyl 6'-((7-chloro-2,6-naphthyridin-1-yl)ethynyl)-2'-oxospiro[cyclopropane-1,3'-indoline]-1'-carboxylate